C(C)(C)C(C(=O)Cl)(C(=O)Cl)C(C)C diisopropylmalonic acid dichloride